ClC=1C(=NC=C(N1)C=1C=NN(C1)[C@H](C)C1=CC=C(C=C1)F)F |r| racemic-3-chloro-2-fluoro-5-(1-(1-(4-fluorophenyl)ethyl)-1H-pyrazol-4-yl)pyrazine